methyl-((1-(2-((R)-1-(2,2-difluorobenzo[d][1,3]dioxol-5-yl) ethoxy) pyridin-4-yl)-3-(trifluoromethyl)-4,5,6,7-tetrahydro-1H-indazol-7-yl) oxy) benzoate C(C1=CC=CC=C1)(=O)OOC1CCC(C=2C(=NN(C12)C1=CC(=NC=C1)O[C@H](C)C1=CC2=C(OC(O2)(F)F)C=C1)C(F)(F)F)C